C(C1=CC=CC=C1)OC(=O)N[C@@H]1CN(CCC[C@]1(C)O)C(=O)OCC1=CC=CC=C1 benzyl (3R,4S)-3-(((benzyloxy)carbonyl)amino)-4-hydroxy-4-methylazepane-1-carboxylate